4,4'-(1,4-phenylenedi(acetylene-2,1-diyl))dibenzoaldehyde C1(=CC=C(C=C1)C#CC1=CC=C(C=O)C=C1)C#CC1=CC=C(C=O)C=C1